2,5-Dimethylhexen CC(=C)CCC(C)C